FC1=CC=C2C(CNC(C2=C1)C)N 7-fluoro-1-methyl-1,2,3,4-tetrahydroisoquinolin-4-amine